2-methoxyethyl (S)-(4-(5-(3-((tert-butoxycarbonyl)amino)pyrrolidine-1-carbonyl)-4-methylthiophen-2-yl)benzyl)(methyl)carbamate C(C)(C)(C)OC(=O)N[C@@H]1CN(CC1)C(=O)C1=C(C=C(S1)C1=CC=C(CN(C(OCCOC)=O)C)C=C1)C